CC1=CC=C(C=C1)S(=O)(=O)OCCOCCOCCOCCOCCOC1=CC(=CC=C1)CC(=O)NC=1SC(=C(N1)C=1C=C2CCN(C2=CC1)C(C1=C(C=CC=C1)C)=O)C 14-(3-(2-((5-methyl-4-(1-(2-methylbenzoyl)indolin-5-yl)thiazol-2-yl)amino)-2-oxoethyl)phenoxy)-3,6,9,12-tetraoxatetradecyl 4-methylbenzenesulfonate